(2R,4S)-N-((2S)-1-((2-amino-6,7-dihydro-5H-cyclopenta[b]pyridin-5-yl)amino)-1-oxopropan-2-yl)-4-(3,4-difluorophenyl)piperidine-2-carboxamide NC1=CC=C2C(=N1)CCC2NC([C@H](C)NC(=O)[C@@H]2NCC[C@@H](C2)C2=CC(=C(C=C2)F)F)=O